3-[[2-(Acryloyloxy)ethyl]-dimethyl ammonio]-propionate C(C=C)(=O)OCC[N+](CCC(=O)[O-])(C)C